4-[2-tert-butoxyethyl-[4-(5,6,7,8-tetrahydro-1,8-naphthyridin-2-yl)butyl]amino]-2-(3,3-dimethylbutanoylamino)butanoic acid C(C)(C)(C)OCCN(CCC(C(=O)O)NC(CC(C)(C)C)=O)CCCCC1=NC=2NCCCC2C=C1